6-isopropoxy-1-methyl-4-(piperidin-4-yl)-1,4-dihydropyrido[2,3-b]pyrazine-2,3-dione dihydrochloride Cl.Cl.C(C)(C)OC=1C=CC2=C(N(C(C(N2C)=O)=O)C2CCNCC2)N1